lysine, methyl ester N[C@@H](CCCCN)C(=O)OC